C(C)(=O)N1C[C@@H](OCC1)CC(=O)NC1=NC=C(C(=C1)C1=C2N(N=C1)CC(C2)(C)C)Cl (S)-2-(4-acetylmorpholin-2-yl)-N-(5-chloro-4-(5,5-dimethyl-5,6-dihydro-4H-pyrrolo[1,2-b]pyrazol-3-yl)pyridin-2-yl)acetamide